(S)-7-((6-((dimethyl-amino)methyl)-5-(tetrahydrofuran-3-yl)pyridin-2-yl)amino)-4-(6-fluoro-pyrazolo[1,5-a]pyridin-3-yl)isoindolin-1-one CN(C)CC1=C(C=CC(=N1)NC=1C=CC(=C2CNC(C12)=O)C=1C=NN2C1C=CC(=C2)F)[C@H]2COCC2